FCCOC=1C(=NC(=NC1)N)OC 5-(2-fluoroethoxy)-4-methoxy-pyrimidin-2-amine